(S)-2-amino-1-(3-(2-(dimethylamino)ethyl)-5-methoxy-1H-indol-1-yl)-3-phenylpropan-1-one bis-hydrochloride Cl.Cl.N[C@H](C(=O)N1C=C(C2=CC(=CC=C12)OC)CCN(C)C)CC1=CC=CC=C1